NC=1C=CC(=C(C1)NC(C)=O)NCCN(C)C N-(5-amino-2-((2-(dimethylamino)ethyl)amino)phenyl)acetamide